(S)-N-(5-(3,5-dimethylisoxazol-4-yl)-2-(((1r,3S)-3-hydroxycyclobutyl)amino)phenyl)-6-oxopiperidine-2-carboxamide CC1=NOC(=C1C=1C=CC(=C(C1)NC(=O)[C@H]1NC(CCC1)=O)NC1CC(C1)O)C